C1(CCCCC1)CN1C=CC2=CC(=CC=C12)C1=CC=CC(=N1)[C@@H]([C@H](C(=O)N)O)O (2R,3S)-3-(6-(1-(cyclohexylmethyl)-1H-indol-5-yl)pyridin-2-yl)-2,3-dihydroxypropanamide